tert-Butyl (3R,7S)-9-((S)-1-(4-(difluoromethoxy) phenyl) ethyl)-3-methyl-7-(methylcarbamoyl)-10-oxo-3,4,7,8,9,10-hexahydropyrido[4',3':3,4]pyrazolo[1,5-a]pyrazine-2(1H)-carboxylate FC(OC1=CC=C(C=C1)[C@H](C)N1C(C=2N([C@@H](C1)C(NC)=O)N=C1C2CN([C@@H](C1)C)C(=O)OC(C)(C)C)=O)F